BrC1=C(OC2=CC=C(C=C2)F)C=CC(=C1)[N+](=O)[O-] 1-(2-bromo-4-nitrophenoxy)-4-fluorobenzene